C(=CCCCCC)C1=CC=C(C=C1)C=CC(=O)C1=C(OCC(=O)O)C=C(C=C1)OCC=C(C)C 2-[2-[3-(4-Hept-1-enylphenyl)prop-2-enoyl]-5-(3-methylbut-2-enoxy)phenoxy]acetic acid